IC=1C=C2C(CCN(C2=CC1)C(C)C)(C)C 6-Iodo-4,4-dimethyl-1-(propan-2-yl)-1,2,3,4-tetrahydroquinoline